phosphorus sulfide Copper Indium Phosphorus Sulfur [S].[P].[In].[Cu].[P]=S